COC1=C(C=CC(=C1)C)[C@H](C)NC(CN1N=NC2=C(C1=O)C=CC=C2)=O (S)-N-(1-(2-methoxy-4-methylphenyl)ethyl)-2-(4-oxo-benzo[d][1,2,3]triazin-3(4H)-yl)acetamide